C1(=CC=CC=C1)\C=C/C#N (Z)-3-phenylacrylonitrile